C(C)(C)(C)OC(=O)N1C2(CCCC1(CC2)C)C 1,5-dimethyl-8-azabicyclo[3.2.1]octan-8-carboxylic acid tert-butyl ester